1-(benzyloxy)-propan-2-amine C(C1=CC=CC=C1)OCC(C)N